Cl.NC1=NC=C(C=N1)C#CC=1C=C(C(=O)N[C@H](CO)C2=CC(=CC=C2)F)C=CC1OC(F)F 3-[2-(2-Aminopyrimidin-5-yl)ethynyl]-4-(difluoromethoxy)-N-[(1S)-1-(3-fluorophenyl)-2-hydroxyethyl]benzamide hydrochloride